BrCC(=O)C1=C(C=CC=C1)C1=C(N=C(O1)C)C 2-bromo-1-[2-(2,4-dimethyloxazol-5-yl)phenyl]ethanone